(4-methyl-3-(2,2,2-trifluoroethoxy)benzyl)propane-2-sulfinamide CC1=C(C=C(CCC(C)S(=O)N)C=C1)OCC(F)(F)F